6-({5-[(1S,3R)-3-hydroxycyclopentyl]-2-(2-methylprop-2-yl)pyrazol-3-yl}amino)-2-[(4-methoxyphenyl)methyl]-2,3-dihydro-1H-isoindol-1-one O[C@H]1C[C@H](CC1)C=1C=C(N(N1)C(C)(C)C)NC1=CC=C2CN(C(C2=C1)=O)CC1=CC=C(C=C1)OC